C1(=C(C=CC=C1)N(C=1C2(C3=CC4=CC=CC=C4C3=CC1)C=CC=C1C3=CC=CC=C3C=C12)C1=C(C=CC=C1)C1=CC=CC=2OC3=C(C21)C=CC=C3)C=3C(=CC=CC3)C3=CC=CC=C3 (terphenyl-yl)(dibenzofuranylphenyl)(spirobifluorenyl)amine